FC1=C(C=C(C=C1)F)[C@@H]1N(C[C@@H](C1)O)C1=NC=2N(C=C1)N=CC2NC(=S)N[C@H]2[C@@H](C2)O 1-(5-((2R,4R)-2-(2,5-difluorophenyl)-4-hydroxypyrrolidin-1-yl)pyrazolo[1,5-a]pyrimidin-3-yl)-3-((1R,2R)-2-hydroxycyclopropyl)thiourea